(S)-7-(3-methoxyphenyl)-N-(5-methyl-4-oxo-2,3,4,5-tetrahydrobenzo[b][1,4]oxazepin-3-yl)-1H-indole-2-carboxamide COC=1C=C(C=CC1)C=1C=CC=C2C=C(NC12)C(=O)N[C@@H]1C(N(C2=C(OC1)C=CC=C2)C)=O